OCC=1N=CC2=C(N1)N(C(C21CCOCC1)=O)C1=CC=C(C=C1)N1CCOCC1 (hydroxymethyl)-7'-(4-morpholinophenyl)-2,3,5,6-tetrahydrospiro[pyran-4,5'-pyrrolo[2,3-d]pyrimidin]-6'(7'H)-one